tert-butyltert-butyl 4-(3-methyl-2-oxo-3-(trifluoromethyl)indolin-5-yl)-3,6-dihydropyridine-1(2H)-carboxylate CC1(C(NC2=CC=C(C=C12)C=1CCN(CC1)C(=O)OC(CC(C)(C)C)(C)C)=O)C(F)(F)F